C(CCCCCCCCCCCCCCCCCCCCCCO)O tricosane-1,23-diol